F[BH-](F)F.F[BH-](F)F.S(=O)(=O)(O)O.[Li+].[Li+] Dilithium sulfate di(trifluoroborate)